C(C)(C)(C)OCC1=NC(=NC=C1C(C)O)Cl 1-(4-(tert-butoxymethyl)-2-chloropyrimidin-5-yl)ethanol